CC=1N(C(C2=C(N1)C(=NC(=N2)N2C[C@H](OCC2)C=2C=NN(C2)C)C2=CC=C(C=C2)C(F)(F)F)=O)C 2,3-dimethyl-6-[(2R)-2-(1-methylpyrazol-4-yl)morpholin-4-yl]-8-[4-(trifluoromethyl)phenyl]pyrimido[5,4-d]pyrimidin-4-one